(7-phenylnaphthalen-2-yl)boronic acid C1(=CC=CC=C1)C1=CC=C2C=CC(=CC2=C1)B(O)O